methylbiphenyl iodonium [IH2+].CC1=C(C=CC=C1)C1=CC=CC=C1